N1C=CC2=CC(=CC=C12)CN (1H-indol-5-yl)methanamine